O=C1N(CC2=CC(=CC=C12)C1CCN(CC1)CC=1C=NN(C1)C1=CC=CC=C1)C1C(NC(CC1)=O)=O 3-(1-oxo-5-(1-((1-phenyl-1H-pyrazol-4-yl)methyl)piperidin-4-yl)isoindolin-2-yl)piperidine-2,6-dione